BrC=1C=C2C(N(C(N(C2=CC1)CC1=CC=C(C=C1)OC)=O)C1=CN=CC2=CC=CC=C12)=O rac-6-bromo-3-(isoquinolin-4-yl)-1-(4-methoxybenzyl)quinazoline-2,4(1H,3H)-dione